N-[(trans)-4-methoxycyclohexyl]-2-(1,3-thiazol-5-yl)quinoline-4-carboxamide CO[C@@H]1CC[C@H](CC1)NC(=O)C1=CC(=NC2=CC=CC=C12)C1=CN=CS1